C(CCCCCCCCCCCCC)C=1C(=C(C=CC1OC1=CC=CC=C1)OC1=CC=CC=C1)Br tetradecyl-bromo-1,4-diphenoxybenzene